C1(CC1)C1=CC=C(C[C@@H]2CC3(CN(C3)C(=O)OC(C)(C)C)CC2)C=C1 |r| (rac)-tert-Butyl 6-(4-cyclopropylbenzyl)-2-azaspiro[3.4]octane-2-carboxylate